1,5-diiodononane ICCCCC(CCCC)I